(1R,2R)-1-((2R,3R,4S,6R)-4-acetoxy-3-(2-acetoxyacetamido)-6-((7-(tert-butoxy)-7-oxoheptyl)oxy)-6-(methoxycarbonyl)tetrahydro-2H-pyran-2-yl)-3-azidopropane-1,2-diyl diacetate C(C)(=O)O[C@H]([C@@H](CN=[N+]=[N-])OC(C)=O)[C@@H]1O[C@](C[C@@H]([C@H]1NC(COC(C)=O)=O)OC(C)=O)(C(=O)OC)OCCCCCCC(=O)OC(C)(C)C